NC=1C=CC(=C2CN(C(C12)=O)CC(C(=O)N)=C)C1=CC(=C2C=NN(C2=C1)C)C1=CC=CC=C1 2-{[7-amino-4-(1-methyl-4-phenyl-1H-indazol-6-yl)-1-oxo-2,3-dihydro-1H-isoindol-2-yl]methyl}prop-2-enamide